3-(5-(((1S,2S)-2-(3-(4-(difluoromethoxy)phenyl)azetidin-1-yl)cyclohexyl)oxy)-1-oxoisoindolin-2-yl)piperidine-2,6-dione FC(OC1=CC=C(C=C1)C1CN(C1)[C@@H]1[C@H](CCCC1)OC=1C=C2CN(C(C2=CC1)=O)C1C(NC(CC1)=O)=O)F